3-(1-(2,2,2-trifluoroethyl)-1H-pyrazol-4-yl)-7,8-dihydro-1,6-naphthyridin FC(CN1N=CC(=C1)C=1C=NC=2CCN=CC2C1)(F)F